4-((2R,4R)-4-(5-((7-methyl-6-oxo-6,7-dihydro-1H-purin-1-yl)methyl)-1,2,4-oxadiazol-3-yl)tetrahydrofuran-2-yl)benzonitrile CN1C=NC=2N=CN(C(C12)=O)CC1=NC(=NO1)[C@H]1C[C@@H](OC1)C1=CC=C(C#N)C=C1